C(C)OC(=O)C=1C(=NN2C1N=CC=C2)C=2C=NC(=CC2)OC 2-(6-methoxypyridin-3-yl)pyrazolo[1,5-a]pyrimidine-3-carboxylic acid ethyl ester